N-(4-((1H-1,2,4-triazol-1-yl)methyl)phenyl)-6,7-dimethoxyquinolin-4-amine N1(N=CN=C1)CC1=CC=C(C=C1)NC1=CC=NC2=CC(=C(C=C12)OC)OC